ClC=1C(=C(C=CC1)S(=O)C=1N=NC=2CCCCC2C1C1=NOCC(N1)CC1=C(C=C(C=C1)C)Cl)F 3-[(3-Chloro-2-fluorophenyl)sulfinyl]-4-[5-(2-chloro-4-methylbenzyl)-5,6-dihydro-4H-1,2,4-oxadiazin-3-yl]-5,6,7,8-tetrahydrocinnoline